((2R,4S)-4-aminotetrahydro-2H-pyran-2-yl)((S)-1-(4-fluorophenyl)-3,4-dihydroisoquinolin-2(1H)-yl)methanone N[C@@H]1C[C@@H](OCC1)C(=O)N1[C@H](C2=CC=CC=C2CC1)C1=CC=C(C=C1)F